ClC1=CC=C(OCC2=NN=C(O2)C23CC(C2)(C3)NC(COC3=CC(=C(C=C3)Cl)Cl)=O)C=C1 N-(3-{5-[(4-chlorophenoxy)methyl]-1,3,4-oxadiazol-2-yl}bicyclo[1.1.1]pentan-1-yl)-2-(3,4-dichlorophenoxy)acetamide